C1(CCCC1)N1[C@@H](C(N(C=2C=NC(=NC12)NC1=C(C=C(C=C1)N1N=NC(=C1)CN1CCN(CC1)C)OC)C)=O)CC (R)-8-cyclopentyl-7-ethyl-2-((2-methoxy-4-(4-((4-methylpiperazin-1-yl)methyl)-1H-1,2,3-triazol-1-yl)phenyl)amino)-5-methyl-7,8-dihydropteridin-6(5H)-one